4-((3-chloro-4-(4-chloro-3-(trifluoromethyl)phenoxy)benzyl)oxy)-1-methyl-6-morpholinopyrimidin-2(1H)-one ClC=1C=C(COC2=NC(N(C(=C2)N2CCOCC2)C)=O)C=CC1OC1=CC(=C(C=C1)Cl)C(F)(F)F